(tert-butoxycarbonyl)-1-(2-(methylsulfanyl)propionyl)piperazine-2-carboxylic acid C(C)(C)(C)OC(=O)C1(N(CCNC1)C(C(C)SC)=O)C(=O)O